(2-methylpyridin-4-yl)-2,7-diphenylimidazo[1,2-c]pyrimidin-5-amine CC1=NC=CC(=C1)C1=C(N=C2N1C(=NC(=C2)C2=CC=CC=C2)N)C2=CC=CC=C2